1-(4-(2,6-dibromobenzoyl)phenoxy)cyclopropanecarboxylic acid methyl ester COC(=O)C1(CC1)OC1=CC=C(C=C1)C(C1=C(C=CC=C1Br)Br)=O